[C@@H]12OC[C@@H](N(C1)S(=O)(=O)NC(=O)C1=CC(=C(C(=O)O)C=C1OCC)F)C2 4-((((1S,4S)-2-oxa-5-azabicyclo[2.2.1]heptan-5-yl)sulfonyl)carbamoyl)-5-ethoxy-2-fluorobenzoic acid